R-3H-imidazol-1-ium [NH+]1=CNC=C1